(S)-1-(4-Cyanopyridin-2-yl)-N-((S)-1-(2,3-dichlorophenyl)-2-((3,3-difluorocyclobutyl)amino)-2-oxoethyl)-N-(5-fluoropyridin-3-yl)-5-oxopyrrolidine-2-carboxamide C(#N)C1=CC(=NC=C1)N1[C@@H](CCC1=O)C(=O)N(C=1C=NC=C(C1)F)[C@H](C(=O)NC1CC(C1)(F)F)C1=C(C(=CC=C1)Cl)Cl